P(=O)([O-])(O)O.C(C(=O)O)(=O)O.[Li+] lithium oxalate phosphate salt